(5-amino-2-((2,6-difluorophenyl)(hydroxy)methyl)-8-(pyrimidin-4-yl)-[1,2,4]triazolo[1,5-c]pyrimidin-7-yl)benzonitrile NC1=NC(=C(C=2N1N=C(N2)C(O)C2=C(C=CC=C2F)F)C2=NC=NC=C2)C2=C(C#N)C=CC=C2